(9H-fluoren-9-yl)methyl ((S)-1-(((S)-1-((4-(((tertbutyldimethylsilyl)oxy)methyl)-3-iodophenyl)amino)-1-oxopropan-2-yl)amino)-3-methyl-1-oxobutan-2-yl)carbamate C(C)(C)(C)[Si](OCC1=C(C=C(C=C1)NC([C@H](C)NC([C@H](C(C)C)NC(OCC1C2=CC=CC=C2C=2C=CC=CC12)=O)=O)=O)I)(C)C